ethyl 6-bromo-5-fluoro-4-((2-hydroxy-1-(pyridin-2-yl) ethyl) amino)-7-methoxyquinoline-3-carboxylate BrC=1C(=C2C(=C(C=NC2=CC1OC)C(=O)OCC)NC(CO)C1=NC=CC=C1)F